rel-(R)-7-((5-(2-(2-aminopropan-2-yl)morpholino)pyridin-2-yl)amino)-4-(7-fluoroimidazo[1,2-a]pyridin-3-yl)isoindolin-1-one NC(C)(C)[C@@H]1OCCN(C1)C=1C=CC(=NC1)NC=1C=CC(=C2CNC(C12)=O)C1=CN=C2N1C=CC(=C2)F |o1:4|